3-(4-isopropyl-5-(8-methyl-[1,2,4]triazolo[1,5-a]pyridin-6-yl)-1H-pyrazol-3-yl)-N,N-dimethylaniline C(C)(C)C=1C(=NNC1C=1C=C(C=2N(C1)N=CN2)C)C=2C=C(N(C)C)C=CC2